4-methyl-2-[(6-methylpyridin-2-yl)carbamoyl]benzoic acid CC1=CC(=C(C(=O)O)C=C1)C(NC1=NC(=CC=C1)C)=O